C(#N)C=1C=CC(=NC1)S(=O)(=O)NC1CCC(CC1)N(C)C1=NC=CC(=N1)NC1=NNC(=C1)C1CC1 5-cyano-N-((1R,4R)-4-((4-((5-cyclopropyl-1H-pyrazol-3-yl)amino)pyrimidin-2-yl)(methyl)amino)cyclohexyl)pyridine-2-sulfonamide